N1=C(SC=2N=CN=CC21)C(=O)NN thiazolo[5,4-d]pyrimidine-2-carboxylic acid hydrazide